O1C(=CC=C1)C(=O)O furanformic acid